C(C)N(C(\C=C(/S(=O)(=O)C1=CC=C(C)C=C1)\F)=O)C1=CC=CC=C1 (Z)-N-ethyl-3-fluoro-N-phenyl-3-(p-toluenesulfonyl)acrylamide